OCCNC1=C(C=C(C=C1)C)[N+](=O)[O-] 1-(2'-Hydroxyethyl)amino-4-methyl-2-nitrobenzol